2-(3-Oxo-3-phenylpropyl)cyclopentanone O=C(CCC1C(CCC1)=O)C1=CC=CC=C1